BrC1=CC=C(CN(C(OCC2=CC=CC=C2)=O)C)C=C1 benzyl (4-bromobenzyl)(methyl)carbamate